phenyl N-(2-fluoro-4,5-dimethyl-phenyl)carbamate FC1=C(C=C(C(=C1)C)C)NC(OC1=CC=CC=C1)=O